5-bromo-2-(2-methoxyethoxy)-3-(4-(methylsulfonyl)phenyl)pyrazine BrC=1N=C(C(=NC1)OCCOC)C1=CC=C(C=C1)S(=O)(=O)C